C(=C)C=1C=C2C=NC(=NC2=CC1)N1CCC12COC2 1-(6-Vinyl-quinazolin-2-yl)-6-oxa-1-azaspiro[3.3]heptane